C(C)OC(=C)C1=NNC(C2=CC=C(C=C12)C(F)(F)F)=O 4-(1-ethoxyvinyl)-6-(trifluoromethyl)phthalazin-1(2H)-one